FC1(CCN(CC1)C(=O)C1=CC2=C(C(CCO2)=O)C=C1)F 7-(4,4-difluoropiperidine-1-carbonyl)-2,3-dihydro-1-benzopyran-4-one